C(C)N(C(OC(C)(C)C)=O)C[C@@H](C)OC=1N(N=CC1C=1C=C2C(=NN(C2=CC1F)C1OCCCC1)C=C)C tert-butyl N-ethyl-N-[(2R)-2-[4-(6-fluoro-1-tetrahydropyran-2-yl-3-vinyl-indazol-5-yl)-2-methyl-pyrazol-3-yl]oxypropyl]carbamate